Iridium(III) Tris[(tertbutylphenyl)pyridine] C(C)(C)(C)C1=C(C=CC=C1)C1=NC=CC=C1.C(C)(C)(C)C1=C(C=CC=C1)C1=NC=CC=C1.C(C)(C)(C)C1=C(C=CC=C1)C1=NC=CC=C1.[Ir+3]